(2,3-dimethoxy-3-methylindol-1-yl)(p-tolyl)methanone methyl-(R)-1-(1-(3-((tert-butoxycarbonyl)amino)bicyclo[1.1.1]pentan-1-yl)ethyl)-2-methyl-1H-indole-3-carboxylate COC(=O)C1=C(N(C2=CC=CC=C12)[C@H](C)C12CC(C1)(C2)NC(=O)OC(C)(C)C)C.COC2N(C1=CC=CC=C1C2(C)OC)C(=O)C2=CC=C(C=C2)C